(thiazol-2-yl)-acetamide S1C(=NC=C1)CC(=O)N